COC=1C=C(C=C(C1)OC)C(CC(=O)OC)=O methyl 3-(3,5-dimethoxy phenyl)-3-oxopropionate